(S)-1-(6-benzyl-2-chloro-5,6,7,8-tetrahydropyrido[4,3-d]pyrimidin-4-yl)pyrrolidine-2-carboxamide tert-butyl-(S)-2-(hydroxymethyl)azetidine-1-carboxylate C(C)(C)(C)OC(=O)N1[C@@H](CC1)CO.C(C1=CC=CC=C1)N1CC2=C(N=C(N=C2N2[C@@H](CCC2)C(=O)N)Cl)CC1